1,3-azaborinine N1=CB=CC=C1